FC=1C(=CC=2C3=C(NC(C2C1)=O)COC[C@H]3N[C@H](C)C3=CC=CC=C3)F (S)-8,9-difluoro-1-(((R)-1-phenylethyl)amino)-1,5-dihydro-2H-pyrano[3,4-c]isoquinolin-6(4H)-one